C12NCCC(N(C1)C#N)C2 2,6-diazabicyclo[3.2.1]octan-6-carbonitril